(1s,3s)-3-fluorocyclobutane-1-ol FC1CC(C1)O